C(CCC)OC(CC(=O)C(F)F)=O.COC=1C=C(C=CC1OC)C=1NC2=CC=C(C=C2C1CC)C1CCN(CC1)C(C)=O 1-(4-(2-(3,4-dimethoxyphenyl)-3-ethyl-1H-indol-5-yl)piperidin-1-yl)ethan-1-one butyl-difluoroacetoacetate